CC1=C(C(=O)N[C@H](C)C2=CC=CC3=CC=CC=C23)C=C(C=C1)NCC1CN(CCC1)C 2-methyl-5-(((1-methylpiperidin-3-yl)methyl)amino)-N-((R)-1-(naphthalen-1-yl)ethyl)benzamide